4-(4-((3-(4-(difluoromethoxy)phenyl)imidazo[1,2-a]pyrazin-8-yl)amino)-2-methylbenzoyl)piperazine-1-carboximidamide FC(OC1=CC=C(C=C1)C1=CN=C2N1C=CN=C2NC2=CC(=C(C(=O)N1CCN(CC1)C(N)=N)C=C2)C)F